propargyl-N-(4-(1-isopropyl-1H-pyrazol-4-yl)5-methylpyrimidin-2-yl)-1,2,3,4-tetrahydroisoquinolin-6-amine C(C#C)C1NCCC2=CC(=CC=C12)NC1=NC=C(C(=N1)C=1C=NN(C1)C(C)C)C